(3R,4R)-3-hydroxy-4-({6-[2-hydroxy-4-(trifluoromethyl)phenyl]-5-methyl-1,2,4-triazin-3-yl}amino)pyrrolidine-1-carboxylic acid tert-butyl ester C(C)(C)(C)OC(=O)N1C[C@H]([C@@H](C1)NC=1N=NC(=C(N1)C)C1=C(C=C(C=C1)C(F)(F)F)O)O